2-benzyl-5,5-difluoro-N-(8-fluoro-3-quinolyl)-2-methyl-pentanamide C(C1=CC=CC=C1)C(C(=O)NC=1C=NC2=C(C=CC=C2C1)F)(CCC(F)F)C